C(C)(C)(C)[Si](OCC1CCC(CC1)N1N=C2C=C(C(=CC2=C1)N)OC)(C)C 2-[4-[[tert-butyl-(dimethyl)silyl]oxymethyl]cyclohexyl]-6-methoxy-indazol-5-amine